4-Amino-3-(7-(4-chlorobenzamido)benzo[d][1,3]dioxol-4-yl)-1H-pyridine NC1=C(CNC=C1)C1=CC=C(C=2OCOC21)NC(C2=CC=C(C=C2)Cl)=O